1,1,1-tris(mercaptomethyl)propane 1-{2-[(4-methoxyphenyl)methyl]-3-oxo-7-(trifluoromethyl)-1H-isoindol-5-yl}-2-(methylsulfanyl)ethyl-4-methylbenzenesulfonate COC1=CC=C(C=C1)CN1CC2=C(C=C(C=C2C1=O)C(CSC)OS(=O)(=O)C1=CC=C(C=C1)C)C(F)(F)F.SCC(CC)(CS)CS